2-(3-(2-(((3S,4S)-4-fluoropyrrolidin-3-yl)amino)pyrimidin-4-yl)-7-methoxyimidazo[1,2-a]pyridin-6-yl)propan-2-ol F[C@@H]1[C@H](CNC1)NC1=NC=CC(=N1)C1=CN=C2N1C=C(C(=C2)OC)C(C)(C)O